diazacyclononyne C1#CNNCCCCC1